CN1N=CC(=C1)C=O methyl-1H-pyrazole-4-carbaldehyde